5-(tetrahydrofuran-2-yl)quinoline-2-carboxylic acid O1C(CCC1)C1=C2C=CC(=NC2=CC=C1)C(=O)O